C(=O)C1CC2=C(C=C(C(=C2C1)C)OCC1(CC1)NC(OC(C)(C)C)=O)C tert-Butyl N-[1-[(2-formyl-4,7-dimethyl-2,3-dihydro-1H-inden-5-yl)oxymethyl]cyclopropyl]carbamate